ClC1=C(OC2=NC=CC=C2C(=O)N)C=CC(=C1)CC(=O)NC=1SC2=C(N1)C1=CC=C(C=C1CC2)OCC(C)(C)O (2-chloro-4-(2-((7-(2-hydroxy-2-methylpropyloxy)-4,5-dihydronaphtho[1,2-d]thiazol-2-yl)amino)-2-oxoethyl)phenoxy)pyridine-3-carboxamide